COC(NCC1=NC(=CC2=C1CN(C2=O)C2=NC(=CC=C2)C2=NN=CN2C2(CC2)C(F)(F)F)N2[C@@H](CCC2)C)=O (R)-methyl((6-(2-methylpyrrolidin-1-yl)-1-oxo-2-(6-(4-(1-(trifluoromethyl)cyclopropyl)-4H-1,2,4-triazol-3-yl)pyridin-2-yl)-2,3-dihydro-1H-pyrrolo[3,4-c]pyridin-4-yl)methyl)carbamate